C(C1=CC=CC=C1)(=O)NC1=NC=CC=C1 benzamidopyridine